C(C)(C)(C)OC(=O)N1CC2=C(C1)CN(C2)C=2C=NC(=NC2)OC 2-(2-Methoxypyrimidin-5-yl)-1,3,4,6-tetrahydropyrrolo[3,4-c]pyrrole-5-carboxylic acid tert-butyl ester